FC1=CC=C2C(=NNC2=C1)C1CCN(CC1)C(=O)C1=CC=C(C=C1)[C@@]1(C(NC(N1)=O)=O)C(C)C (R)-5-{4-[4-(6-fluoro-1H-indazol-3-yl)piperidine-1-carbonyl]phenyl}-5-isopropylimidazolidine-2,4-dione